C[Si](C)(C)SP(=S)(O[Si](C)(C)C)O[Si](C)(C)C.O1CCN(CC1)C1=CC(=C(C(=O)NN)C=C1)C(F)(F)F 4-morpholino-2-(trifluoromethyl)benzoyl-hydrazine tris(trimethylsilyl)dithiophosphate